1,8-octanediol citrate C(CC(O)(C(=O)O)CC(=O)O)(=O)O.C(CCCCCCCO)O